1,3-di-cyclopentoxy-1,1,3,3-tetramethyldisiloxane C1(CCCC1)O[Si](O[Si](C)(C)OC1CCCC1)(C)C